ClC=1C=C(C=CC1C)NC(=O)NCC1=C2N(C=3C=CC=CC13)C(N(C2)C2C(NC(CC2)=O)=O)=O 1-(3-chloro-4-methylphenyl)-3-((2-(2,6-dioxopiperidin-3-yl)-3-oxo-2,3-dihydro-1H-imidazo[1,5-a]indol-9-yl)methyl)urea